C(C1=CC=CC=C1)OC1CCC(CC1)C1=CNC=2N=CC=3C=CC(=CC3C21)C=2C=NN(C2)C 1-(4-(benzyloxy)cyclohexyl)-8-(1-methyl-1H-pyrazol-4-yl)-3H-pyrrolo[2,3-c]isoquinoline